CC(CC1C(NC(N1)=O)=O)C 5-(2-methylpropyl)hydantoin